bio-triazine N1=NN=C(C=C1)C1=NN=NC=C1